6-chloro-N-(2,5-difluoro-4-{[1,2,4]triazolo[1,5-a]pyridin-7-yloxy}phenyl)pyrido[3,4-d]pyrimidin-4-amine ClC1=CC2=C(N=CN=C2NC2=C(C=C(C(=C2)F)OC2=CC=3N(C=C2)N=CN3)F)C=N1